N[C@H]1[C@@H]2N(C[C@H]1CC2)C(=O)C2=CC1=C(N(C(=N1)C=1N(C3=C(C=C(C=C3C1)C)C=1C=NNC1)CC1CC1)C)C(=C2)OC ((1R,4R,7R)-7-amino-2-azabicyclo[2.2.1]heptan-2-yl)(2-(1-(cyclopropylmethyl)-5-methyl-7-(1H-pyrazol-4-yl)-1H-indol-2-yl)-7-methoxy-1-methyl-1H-benzo[d]imidazol-5-yl)methanone